(2s,3s,4r,5r)-5-(6-(benzylamino)-2-(3-fluorophenyl)-9H-purin-9-yl)-3,4-dihydroxy-N-methyltetrahydrofuran-2-carboxamide C(C1=CC=CC=C1)NC1=C2N=CN(C2=NC(=N1)C1=CC(=CC=C1)F)[C@H]1[C@@H]([C@@H]([C@H](O1)C(=O)NC)O)O